[Cs].[Cs].BrC1=C(C(=C(C(=C1O)Br)Br)C(C)(C)C1=CC=C(C=C1)O)Br tetrabromobisphenol A-biscesium salt